BrC=1C=C(C=NC1)S(=O)(=O)N1C=C(C=C1C1=C(C=CC=C1)F)C=O 1-((5-bromopyridin-3-yl)sulfonyl)-5-(2-fluorophenyl)-1H-pyrrole-3-carbaldehyde